C(#N)C1=C(N=C(C=2CCNCC12)N1[C@H]2CN(C[C@@H]1CC2)C(=O)OC(C)(C)C)OC[C@H]2N(CCC2)C tert-butyl (1R,5S)-8-(4-cyano-3-(((S)-1-methylpyrrolidin-2-yl)methoxy)-5,6,7,8-tetrahydro-2,6-naphthyridin-1-yl)-3,8-diazabicyclo[3.2.1]octane-3-carboxylate